C1(=CC=CC=C1)[C@@H](C)OC(=O)N1CCN(CC1)C=1C=NN2C1N=CC(=C2)C=2C=NN(C2)C (1R)-4-[6-(1-methyl-1H-pyrazol-4-yl)pyrazolo[1,5-a]pyrimidin-3-yl]piperazine-1-carboxylic acid 1-phenylethyl ester